ClC=1N=C(C2=C(N1)N(C=C2)[C@H]2[C@@H]([C@@H]([C@H](O2)COCP(O)(O)=O)O)O)N[C@H](C)C2=CC=CC=C2 [(2R,3S,4R,5R)-5-[2-chloro-4-[[(1R)-1-phenylethyl]amino]-pyrrolo[2,3-d]-pyrimidin-7-yl]-3,4-dihydroxy-tetrahydro-furan-2-yl]methoxy-methylphosphonic acid